tert-butyl (R)-2-(((4-(5-(4-amino-4-methylpiperidin-1-yl)pyrazin-2-yl)-3-cyanopyrazolo[1,5-a]pyridin-6-yl)oxy)methyl)morpholine-4-carboxylate NC1(CCN(CC1)C=1N=CC(=NC1)C=1C=2N(C=C(C1)OC[C@H]1CN(CCO1)C(=O)OC(C)(C)C)N=CC2C#N)C